methyl 2-chloropropanoate ClC(C(=O)OC)C